(4-fluoro-1-isopropyl-2-methyl-1H-benzo[d]imidazol-6-yl)-N-(3-(4-methylpiperazin-1-yl)phenyl)-7H-pyrrolo[2,3-d]pyrimidin-2-amine FC1=CC(=CC=2N(C(=NC21)C)C(C)C)C=2C1=C(N=C(N2)NC2=CC(=CC=C2)N2CCN(CC2)C)NC=C1